4-fluoro-1-methyl-2-(4-(methylsulfonyl)phenyl)-6-(1-(8-(oxetan-3-yl)-8-azabicyclo[3.2.1]octan-3-yl)piperidin-4-yl)-1H-benzo[d]imidazole FC1=CC(=CC=2N(C(=NC21)C2=CC=C(C=C2)S(=O)(=O)C)C)C2CCN(CC2)C2CC1CCC(C2)N1C1COC1